benzyl (3s,6s,9as)-6-(5-((diethoxyphosphoryl) difluoromethyl) benzo[b]thiophene-2-carboxamido)-5-oxooctahydro-1H-pyrrolo[1,2-a]azepine-3-carboxylate C(C)OP(=O)(OCC)C(C1=CC2=C(SC(=C2)C(=O)N[C@H]2CCC[C@@H]3N(C2=O)[C@@H](CC3)C(=O)OCC3=CC=CC=C3)C=C1)(F)F